C(=O)(O)[C@H](CC(=O)N1CC2=CC(=C(C=C2C1)OCCCOC=1C=C2CN(CC2=CC1C)C(C[C@@H](C(=O)O)C)=O)OC)C (S)-4-(5-(3-((2-((S)-3-carboxybutanoyl)-6-methoxyisoindolin-5-yl)oxy)propoxy)-6-methylisoindolin-2-yl)-2-methyl-4-oxobutanoic acid